N(N)C(C(=O)N)=C=O 2-hydrazino-2-carbonylacetamide